BrC(Br)(Br)S(=O)(=O)C1=CC=C(C=C1)Cl tribromomethyl-(4-chlorophenyl) sulfone